The molecule is a glycosyloxyflavone that is apigenin substituted kaempferol in which the hydroxyl hydrogen at position 3 is replaced by a beta-D-xylosyl residue It has a role as a metabolite. It is a monosaccharide derivative, a glycosyloxyflavone and a trihydroxyflavone. It derives from a kaempferol. It is a conjugate acid of a kaempferol 3-O-beta-D-xyloside(1-). C1[C@H]([C@@H]([C@H]([C@@H](O1)OC2=C(OC3=CC(=CC(=C3C2=O)O)O)C4=CC=C(C=C4)O)O)O)O